BrC1=CC=C2C=3C(C4=C(C(C3NC2=C1)(C)C)C=C(C(=C4)Cl)N4CCC(CC4)N4CCOCC4)=O 3-bromo-9-chloro-6,6-dimethyl-8-(4-morpholinopiperidin-1-yl)-5,6-dihydro-11H-benzo[b]carbazol-11-one